fluoropotassium carbonate C(O)(O)=O.F[K]